[Rh](O)(O)O rhodium(III) hydroxide